4-amino-quinoline NC1=CC=NC2=CC=CC=C12